C(C)(C)(C)OC(=O)N1CC(C1)CN1C(C(N(C2=CC(=C(C=C12)Cl)C1=C(C(=CC=C1OC)F)F)C1=C(C=CC=C1C)C(C)C)=O)=O 3-((7-chloro-6-(2,3-difluoro-6-methoxyphenyl)-4-(2-isopropyl-6-methylphenyl)-2,3-dioxo-3,4-dihydroquinoxalin-1(2H)-yl)methyl)azetidine-1-carboxylic acid tert-butyl ester